tert-butyl (1-(((3-(ethylthio)pyridin-2-yl)methyl)amino)-2-methyl-1-oxoprop-2-yl)carbamate C(C)SC=1C(=NC=CC1)CNC(C(C)(C)NC(OC(C)(C)C)=O)=O